((methylsulfonyl)amino)-2-(((4-phenyl-cyclohexyl)oxy)methyl)piperidine-1-carboxylate CS(=O)(=O)NC1(N(CCCC1)C(=O)[O-])COC1CCC(CC1)C1=CC=CC=C1